methyl 7-methyl-4-(1-((S)-3-methylpiperidin-1-yl) ethyl)-6,7-dihydro-5H-cyclopenta[b]pyridine-2-carboxylate CC1CCC=2C1=NC(=CC2C(C)N2C[C@H](CCC2)C)C(=O)OC